CC1=NC(=NC(=C1)C)NC(=O)NS(=O)(=O)C1=NN(C=C1)C(C)C N-((4,6-dimethylpyrimidin-2-yl)carbamoyl)-1-isopropyl-1H-pyrazole-3-sulfonamide